C(C=C)(=O)OCCCCCCCCCCCCCCCCCCCCCCCCCCCC Octacosyl acrylate